2-((2S,3S,5S)-3-amino-5-methyltetrahydro-2H-pyran-2-yl)-3-bromo-5-chloro-N-(thiophen-2-ylmethyl)thieno[3,2-b]pyridin-7-amine N[C@@H]1[C@H](OC[C@H](C1)C)C1=C(C2=NC(=CC(=C2S1)NCC=1SC=CC1)Cl)Br